7-fluoro-3-methyl-4-oxo-phthalazine-1-carbonitrile FC1=CC=C2C(N(N=C(C2=C1)C#N)C)=O